NC1=NC=CC=C1C1=NC=2C(=NC(=CC2)C(F)(F)F)N1C1=CC=C(C(=O)OC)C=C1 methyl 4-(2-(2-aminopyridin-3-yl)-5-(trifluoromethyl)-3H-imidazo[4,5-b]pyridin-3-yl)benzoate